2-N-[6-(1-hydroxy-1-methyl-ethyl)-1-(2-oxoethyl)indazol-5-yl]-6-(trifluoromethyl)pyridine-2-carboxamide OC(C)(C)C1=C(C=C2C=NN(C2=C1)CC=O)NC(=O)C1=NC(=CC=C1)C(F)(F)F